N-(azetidin-3-yl)cyclopropanecarboxamide N1CC(C1)NC(=O)C1CC1